O=C([C@H](C)N1C(C2=CC=CC=C2C1=O)=O)N1CC=CCC1C=1C=NC=CC1 2-((2S)-1-oxo-1-(6-(pyridin-3-yl)-5,6-dihydropyridin-1(2H)-yl)propan-2-yl)isoindoline-1,3-dione